FC=1C=C(C=CC1C1CCNCC1)NC1=NC=C(C(=N1)N1C=C(C=C1)C(=O)NC(CO)C1=CC(=CC=C1)Cl)C 1-(2-((3-fluoro-4-(piperidin-4-yl)phenyl)amino)-5-methylpyrimidin-4-yl)-N-(1-(3-chlorophenyl)-2-hydroxyethyl)-1H-pyrrole-3-carboxamide